C1(CCCC1)N1C(C(=CC2=C1N=C(N=C2)NC2=CC=1CC(CCC1C=C2)N(C)C)C#N)=O 8-cyclopentyl-2-((7-(dimethylamino)-5,6,7,8-tetrahydronaphthalen-2-yl)amino)-7-oxo-7,8-dihydropyrido[2,3-d]pyrimidine-6-carbonitrile